bis(2-ethylhexyl)citraconate C(C)C(COC(\C(\C)=C/C(=O)OCC(CCCC)CC)=O)CCCC